1-(7-(2-amino-5,7-difluorobenzo[d]oxazol-4-yl)-6-chloro-8-fluoro-2-(((2R,7aS)-2-fluorotetrahydro-1H-pyrrolizin-7a(5H)-yl)methoxy)quinazolin-4-yl)azepan-4-ol NC=1OC2=C(N1)C(=C(C=C2F)F)C2=C(C=C1C(=NC(=NC1=C2F)OC[C@]21CCCN1C[C@@H](C2)F)N2CCC(CCC2)O)Cl